FC1=CC=C2C=CC=C(C2=C1F)N1CC=2N=C(N=C(C2CC1)N1C[C@@H](N(CC1)C(C(=C)F)=O)CC#N)OC[C@H]1N(CCC1)C 2-((S)-4-(7-(7,8-difluoronaphthalen-1-yl)-2-(((S)-1-methylpyrrolidin-2-yl)methoxy)-5,6,7,8-tetrahydropyrido[3,4-d]pyrimidin-4-yl)-1-(2-fluoroacryloyl)piperazin-2-yl)acetonitrile